1,1-Difluoropropan-2-yl (2R,3S,5R)-2-((((1S,3S,6R)-6-(5-fluoropyrimidin-2-yl)bicyclo[4.1.0]heptan-3-yl)oxy)methyl)-5-methyl-3-(methylsulfonamido)pyrrolidine-1-carboxylate FC=1C=NC(=NC1)[C@]12CC[C@@H](C[C@@H]2C1)OC[C@@H]1N([C@@H](C[C@@H]1NS(=O)(=O)C)C)C(=O)OC(C(F)F)C